C(C)(C)(C)C1=CC(=NO1)NC(NC1CCC=2NC3=C(C=CC=C3C2C1)C(=O)NCCOCCO)=O 3-(3-(5-tert-butylisoxazol-3-yl)ureido)-N-(2-(2-hydroxyethoxy)ethyl)-2,3,4,9-tetrahydro-1H-carbazole-8-carboxamide